5-((1R,5S)-1-(2,5-difluorophenyl)-2-azabicyclo[3.1.0]Hexane-2-yl)pyrazolo[1,5-a]Pyrimidine FC1=C(C=C(C=C1)F)[C@@]12N(CC[C@H]2C1)C1=NC=2N(C=C1)N=CC2